C1OCC2(C3=CC=CC=C13)CC2 spiro[cyclopropane-1,4'-isochromane]